4-bromo-6-methyl-pyrimidin-2-amine BrC1=NC(=NC(=C1)C)N